Benzylidenebis-(tricyclohexylphosphine) C(C1=CC=CC=C1)(P(C1CCCCC1)(C1CCCCC1)C1CCCCC1)P(C1CCCCC1)(C1CCCCC1)C1CCCCC1